(S)-1-(3-Fluoro-4-(2-methyl-4-(2-((1-(methylsulfonyl)-piperidin-4-yl)-amino)-5-(trifluoro-methyl)pyrimidin-4-yl)-1H-imidazol-1-yl)phenyl)pyrrolidin-3-ol FC=1C=C(C=CC1N1C(=NC(=C1)C1=NC(=NC=C1C(F)(F)F)NC1CCN(CC1)S(=O)(=O)C)C)N1C[C@H](CC1)O